O=C1N(C(C=C1)=O)CCNC(OCC1OC(=CCC1)C=1N=NC(=NN1)C1=CCCCO1)=O {6-[6-(3,4-Dihydro-2H-pyran-6-yl)-1,2,4,5-tetrazin-3-yl]-3,4-dihydro-2H-pyran-2-yl}methyl N-[2-(2,5-dioxo-2,5-dihydro-1H-pyrrol-1-yl)ethyl]carbamate